[(1R,2S,4R)-4-{[5-({4-[(2,3-dichlorophenoxy)methyl]-2-thienyl}carbonyl)pyrimidin-4-yl]amino}-2-hydroxycyclopentyl]methyl sulfamate S(N)(OC[C@@H]1[C@H](C[C@@H](C1)NC1=NC=NC=C1C(=O)C=1SC=C(C1)COC1=C(C(=CC=C1)Cl)Cl)O)(=O)=O